C(=C)(C)[C@H]1C[C@H]2O[C@]2(CC1)C (1R,3R,6S)-3-isopropenyl-6-methyl-7-oxabicyclo[4.1.0]heptane